COC1=C(C=C(C=C1)[N+](=O)[O-])C(F)(F)F 1-methoxy-4-nitro-2-(trifluoromethyl)benzene